methyl 4-(4-fluoro-4-(hydroxymethyl)piperidin-1-yl)benzoate FC1(CCN(CC1)C1=CC=C(C(=O)OC)C=C1)CO